C1(CC1)COC=1C=CC(=C(C1)[C@H](C)NS(=O)(=O)CCCCCN1C(NC(C1)=O)=O)F (S)-N-(1-(5-(cyclopropylmethoxy)-2-fluorophenyl)ethyl)-5-(2,4-dioxoimidazolidin-1-yl)pentane-1-sulfonamide